tert-Butyl 2-(2-(5-chloro-2-((tetrahydro-2H-pyran-4-yl)amino)pyrimidin-4-yl)-4-oxo-6,7-dihydro thieno[3,2-c]pyridin-5(4H)-yl)propionate ClC=1C(=NC(=NC1)NC1CCOCC1)C1=CC=2C(N(CCC2S1)C(C(=O)OC(C)(C)C)C)=O